({6-fluoro-2-[(2,3,4,5,6-pentafluorophenoxy)carbonyl]-1H-indol-5-yl}methyl)phosphonic acid FC1=C(C=C2C=C(NC2=C1)C(=O)OC1=C(C(=C(C(=C1F)F)F)F)F)CP(O)(O)=O